P(O)(=O)(OP(=O)(O)OP(=O)(O)O)OC[C@@H]1[C@H]([C@H]([C@@H](O1)N1C=NC=2C(=O)NC(N(C)C)=NC12)O)O dimethyl-guanosine-5'-triphosphate